C(C)(=O)[C@@H]1C[C@@H](CCC1)NC(OC(C)(C)C)=O tert-butyl [(1R,3S)-3-acetylcyclohexyl]carbamate